ClC=1C(=CC(=C(C1)C(CC(=O)OCC)=O)F)N1CC2=NC=CC=C2C1 ethyl 3-(5-chloro-2-fluoro-4-{5h,6h,7h-pyrrolo[3,4-b]pyridin-6-yl} phenyl)-3-oxopropanoate